ClC1=C(CCC2=C(N)C=CC=C2F)C=CC=C1 2-(2-chlorophenethyl)-3-fluoroaniline